FC=1C=C2C(=C(NC2=C(C1)F)C1=CC=C(C=C1)F)CCC(=O)N[C@H]1C(NC[C@@H]1O)=O 3-[5,7-Difluoro-2-(4-fluorophenyl)-1H-indol-3-yl]-N-[(3R,4S)-4-hydroxy-2-oxo-pyrrolidin-3-yl]propionamide